(2,4,6-tri-tert-butyl)phenylphosphine tert-butyl-6-(3-(3-(1,3-dioxoisoindolin-2-yl)prop-1-yn-1-yl)-4-(methoxycarbonyl)benzoyl)-2,6-diazaspiro[3.3]heptane-2-carboxylate C(C)(C)(C)OC(=O)N1CC2(C1)CN(C2)C(C2=CC(=C(C=C2)C(=O)OC)C#CCN2C(C1=CC=CC=C1C2=O)=O)=O.C(C)(C)(C)C2=C(C(=CC(=C2)C(C)(C)C)C(C)(C)C)P